(9S,13S)-13-amino-3-(difluoromethyl)-9-methyl-3,4,7,15-tetraazatricyclo[12.3.1.02,6]Octadeca-1(18),2(6),4,14,16-pentaen-8-one N[C@H]1CCC[C@@H](C(NC=2C=NN(C2C=2C=CN=C1C2)C(F)F)=O)C